CN1CCC(CC1)N1C(C2=CC=CC=C2C=C1)=O 2-(1-methylpiperidin-4-yl)isoquinolin-1(2H)-one